4-((dimethylamino)methylene)-6-methyl-1H-pyrano[4,3-b]quinoline-1,3(4H)-dione CN(C)C=C1C(OC(C=2C1=NC=1C(=CC=CC1C2)C)=O)=O